6-[2-(Cyclopropylcarbamoyl)phenyl]sulfanyl-3-[(trans)-2-[5-[2-(1-piperidinyl)ethoxy]-2-pyridinyl]vinyl]indazole-1-carboxylic acid tert-butyl ester C(C)(C)(C)OC(=O)N1N=C(C2=CC=C(C=C12)SC1=C(C=CC=C1)C(NC1CC1)=O)\C=C\C1=NC=C(C=C1)OCCN1CCCCC1